FC1(CCC(CC1)[C@@H](C=1N=C2N(N=C(C(=C2)C)CC2(C(NCC(C2)(F)F)=O)C(=O)OC)C1)NC(=O)C1=CC=NN1CC)F methyl 3-((2-((S)-(4,4-difluorocyclohexyl)(1-ethyl-1H-pyrazole-5-carboxamido)methyl)-7-methylimidazo[1,2-b]pyridazin-6-yl)methyl)-5,5-difluoro-2-oxopiperidine-3-carboxylate